tert-butyl (3S)-4-((3R)-11-(2,4-difluorophenyl)-3-methoxy-6-oxo-10-(trifluoromethyl)-3,4-dihydro-2H,6H-[1,4]thiazepino[2,3,4-ij]quinazolin-8-yl)-3-methylpiperazine-1-carboxylate FC1=C(C=CC(=C1)F)C1=C(C=C2C(=NC(N3C2=C1SC[C@@H](C3)OC)=O)N3[C@H](CN(CC3)C(=O)OC(C)(C)C)C)C(F)(F)F